C(#N)C1=CC=C(C=C1)C=1C2=C(NN1)CN(C2)C#N 3-(4-cyanophenyl)-4,6-dihydropyrrolo[3,4-c]pyrazole-5(1H)-carbonitrile